6-bromo-2-ethyl-1H-benzo[de]isoquinoline-1,3(2H)-diselenone BrC=1C=CC=2C(N(C(C3=CC=CC1C23)=[Se])CC)=[Se]